[[1-(tert-butoxycarbonyl)piperidin-4-yl](7-[[2-fluoro-4-(pyrazol-1-yl)phenyl]amino]-1,6-naphthyridin-2-yl)carbamoyl]formic acid C(C)(C)(C)OC(=O)N1CCC(CC1)N(C(=O)C(=O)O)C1=NC2=CC(=NC=C2C=C1)NC1=C(C=C(C=C1)N1N=CC=C1)F